[N+](=O)([O-])C1=CC=C(C=C1)S(=O)(=O)N1C=C(C2=CC=CC=C12)C=O 1-((4-nitrophenyl)sulfonyl)-1H-indole-3-carbaldehyde